C(CC=CCCC)[Si](OC)(OC)OC 3-heptenyltrimethoxysilane